ClC1=CC(=C(C=C1)C1=NC(=CC2=C1N=C1N(C2=O)CCC1)[C@H]1C[C@H](OCC1)C1=CC(=NC=C1)C)F 1-(4-chloro-2-fluorophenyl)-3-[(2S,4R)-2-(2-methylpyridin-4-yl)oxan-4-yl]-8,9-dihydropyrido[3,4-d]pyrrolo[1,2-a]pyrimidin-5(7H)-one